NCCCCCCOC=1C=C(C=CC1)C(NC(CCC)=O)C1=CC(=C2C=CC=NC2=C1O)Cl N-((3-((6-aminohexyl)oxy)phenyl)(5-chloro-8-hydroxyquinolin-7-yl)methyl)butyramide